OCC1=C(O)C=CC(=C1)C(C)(C)C1=CC=C(C=C1)O hydroxymethylbisphenol a